O[C@@H]1CN(C[C@H]1OC)C(=O)OC(C)(C)C |r| rac-tert-butyl (3r,4r)-3-hydroxy-4-methoxypyrrolidine-1-carboxylate